C(C)(C)(C)O\N=C(/[C@H]1CC[C@H](CC1)N(C1=C(C(N(C2=CC=C(N=C12)C#N)C)=O)C(=O)N)C)\C=1C=NC(=CC1)OC 4-((cis-4-((E)-(tert-butoxyimino)(6-methoxypyridin-3-yl)methyl)cyclohexyl)(methyl)amino)-6-cyano-1-methyl-2-oxo-1,2-dihydro-1,5-naphthyridine-3-carboxamide